F[C@@H]1CN(CCC1)C1=NC=C(C=N1)C=1SC=2C(NCCC2N1)=O (S)-2-(2-(3-fluoropiperidin-1-yl)pyrimidin-5-yl)-6,7-dihydrothiazolo[5,4-c]pyridin-4(5H)-one